C1(CC2C(CC1)O2)C(=O)OCC2CCC(CC2)COC(=O)C2CC1C(CC2)O1 1,4-cyclohexanedimethanol bis(3,4-epoxycyclohexanecarboxylate)